NC([C@H](CCC(=O)OC(C)(C)C)N1C(C2=CC=C(C=C2C1)N1CCN(CC1)C(=O)[O-])=O)=O (S)-4-(2-(1-amino-5-(tert-butoxy)-1,5-dioxopentan-2-yl)-1-oxoisoindolin-5-yl)piperazine-1-carboxylate